C(C1=CC=CC=C1)(=O)OCC(=O)C1=NC=C(C=C1)OCC1=C(C=CC=C1Cl)Cl 2-{5-[(2,6-dichlorophenyl)methoxy]pyridin-2-yl}-2-oxoethyl benzoate